5-(Piperazin-1-yl)pyridinecarbonitrile N1(CCNCC1)C=1C=CC(=NC1)C#N